NC1=CC(=NN1)CCC 5-amino-3-propyl-1H-pyrazole